COC1=C(C=C(C=C1)C(F)(F)F)C1=CC(=NC=C1C(=O)OC)C methyl 4-(2-methoxy-5-(trifluoromethyl)phenyl)-6-methylnicotinate